N-(((1S,2S)-2-((4-amino-3-(4-((5-fluoro-2-methoxybenzamido)methyl)phenyl)-1H-pyrazolo[3,4-d]pyrimidin-1-yl)methyl)cyclohexyl)methyl)-N-methyl-1H-1,2,4-triazole-1-carboxamide NC1=C2C(=NC=N1)N(N=C2C2=CC=C(C=C2)CNC(C2=C(C=CC(=C2)F)OC)=O)C[C@@H]2[C@H](CCCC2)CN(C(=O)N2N=CN=C2)C